6-(1H-imidazol-1-yl)-N-(3-methoxycyclopentyl)pyridineamide N1(C=NC=C1)C1=CC=CC(=N1)C(=O)NC1CC(CC1)OC